N1=C(C=CC(=C1)CNC1=C2N=CN(C2=NC(=N1)C=1C=NC2=CC=CC=C2C1)C(C)C)C=1C=NC=CC1 N-([2,3'-bipyridin]-5-ylmethyl)-9-isopropyl-2-(quinolin-3-yl)-9H-purin-6-amine